1-[2-(1,3-dioxoisoindolin-2-yl) ethyl]-4-morpholino-piperidine-2-carboxylate O=C1N(C(C2=CC=CC=C12)=O)CCN1C(CC(CC1)N1CCOCC1)C(=O)[O-]